C(=O)C=1C(=NN(C1)C)C1=CC=C(C#N)C=C1 4-(4-formyl-1-methyl-1H-pyrazol-3-yl)benzonitrile